FC1=C(C=C(C(=C1)NC(C1=C(C=CC=C1)C)=O)C)S(=O)(=O)N[C@H](C)C1CCN(CC1)C(=O)OC(C)(C)C (R)-tert-butyl 4-(1-(2-fluoro-5-methyl-4-(2-methylbenzamido)phenylsulfonamido)ethyl)piperidine-1-carboxylate